N(=[N+]=[N-])C1=NC(=NC(=C1C1=C(C(=NC=C1)Cl)F)OCC1=CC=CC=C1)SC 4-azido-6-(benzyloxy)-5-(2-chloro-3-fluoropyridin-4-yl)-2-(methylthio)pyrimidine